(S)-Methyl 2-(3-(bromomethyl)phenoxy)propanoate BrCC=1C=C(O[C@H](C(=O)OC)C)C=CC1